P(=O)(OC[C@@H](CO)N)(OC)OC (R)-2-amino-3-hydroxypropyl dimethyl phosphate